FC(C(=O)O)(F)F.O1CCN(CC1)S(=O)(=O)N1C(CC(C1)C1=CC=CC=C1)CS(=O)(=O)C1=NC=CC(=C1)CN (2-(((1-(morpholinosulfonyl)-4-phenylpyrrolidin-2-yl)methyl)sulfonyl)pyridin-4-yl)methanamine 2,2,2-trifluoroacetate